Methyl (2R,3S,3aS,6aR)-2-((((1s,4S)-4-phenylcyclohexyl)oxy)methyl)-3-(2,2,2-tri-fluoro-N-(4-methoxybenzyl)acetamido)hexahydrocyclopenta[b]pyrrole-1(2H)-carboxylate C1(=CC=CC=C1)C1CCC(CC1)OC[C@H]1[C@H]([C@@H]2[C@H](N1C(=O)OC)CCC2)N(C(C(F)(F)F)=O)CC2=CC=C(C=C2)OC